C(C)(C)(C)OC(=O)NC(C(=O)OC)CC(C(C)=O)C1=CC(=CC=C1)Cl methyl 2-(tert-butoxycarbonylamino)-4-(3-chlorophenyl)-5-oxo-hexanoate